benzoic acid copper(II) [Cu+2].C(C1=CC=CC=C1)(=O)O